OC12C(C=3C=C(SC3N=C2N(CC1)C1=CC=C(C=C1)CC#N)C)=O 2-(4-{9-hydroxy-5-methyl-8-oxo-4-thia-2,12-diazatricyclo[7.3.0.03,7]-dodeca-1,3(7),5-trien-12-yl}phenyl)acetonitrile